3-bromo-5-(2-methoxyethoxy)pyridine BrC=1C=NC=C(C1)OCCOC